(S)-2-((S)-4,4-difluoro-3-(pyridin-4-yl)piperidin-1-yl)-N-(5-(2,4-difluorophenoxy)pyrazin-2-yl)propionamide FC1([C@H](CN(CC1)[C@H](C(=O)NC1=NC=C(N=C1)OC1=C(C=C(C=C1)F)F)C)C1=CC=NC=C1)F